C(C=C)(=O)OCCN1CC1 2-(aziridIne-1-yl)ethyl acrylate